ClC=1C=C(C=C2C(=C(C=NC12)C#N)NCC(C)(C)C)N(C(OCCCO)=O)[C@@H](C=1C(=NC(=CC1)F)C)C=1N=NN(C1)C1(CC1)C(F)F 3-hydroxypropyl (S)-(8-chloro-3-cyano-4-(neopentylamino)quinolin-6-yl)((1-(1-(difluoromethyl)cyclopropyl)-1H-1,2,3-triazol-4-yl)(6-fluoro-2-methylpyridin-3-yl)methyl)carbamate